CC1=NN(C2=NC(=NC=C21)NC=2C(=CC=1N(C2)N=CN1)C)C1CC2(C1)CCC2 3-methyl-N-[7-methyl-[1,2,4]triazolo[1,5-a]pyridin-6-yl]-1-[spiro[3.3]heptan-2-yl]pyrazolo[3,4-d]pyrimidin-6-amine